C12OCC(N(C1)CC1(CC1)CO)CC2 (1-((2-Oxa-5-azabicyclo[2.2.2]octan-5-yl)methyl)cyclopropyl)methanol